BrC1=C(C=C(C=C1)F)C(C(O)([2H])[2H])([2H])[2H] 2-(2-bromo-5-fluoro-phenyl)-1,1,2,2-tetradeuterio-ethanol